N[C@@H](CCCCN)C(=O)NCCCNCCCCNCCCN lysyl-spermine